((3,5-dichloro-6-(5-methoxypyrazin-2-yl)-1H-indol-2-yl)methyl)acetamide ClC1=C(NC2=CC(=C(C=C12)Cl)C1=NC=C(N=C1)OC)CCC(=O)N